C(C)OC(C[C@@H]1CC2[C@H](C[C@H]3[C@@H]4CCC([C@@]4(C)CC[C@@H]3[C@]2(CC1)C)=O)O)=O (6α-hydroxy-17-ketoandrostan-3β-yl)acetic acid ethyl ester